ClC1=C2C3=C(N=CN=C3C=C1C1=CC=CC=3NC(NC31)=O)N3[C@H](CO2)CN(CC3)C(=O)OC(C)(C)C tert-butyl (8aS)-6-chloro-5-(2-oxo-2,3-dihydro-1H-benzimidazol-4-yl)-8a,9,11,12-tetrahydropyrazino-[2',1':3,4][1,4]oxazepino[5,6,7-de]quinazoline-10(8H)-carboxylate